C(C)(C)(C)OC(N(CC=O)CC=O)=O.C[Si](CCCCCC[Si](C)(C)C)(C)C 1,6-bis(trimethylsilyl)hexane tert-butyl-N,N-bis(2-oxoethyl)carbamate